2,4-diphenylpyranylium tetrafluoroborate F[B-](F)(F)F.C1(=CC=CC=C1)[C+]1OC=CC(=C1)C1=CC=CC=C1